COC[C@@H](C1=CC=CC=C1)NC(N([C@@H]1CC[C@H](CC1)NC1=NC=C(C(=N1)OC1COC1)C(F)(F)F)C1=NC=C(N=C1)C=1C=NC(=NC1)OC)=O 3-((1R)-2-methoxy-1-phenylethyl)-1-(5-(2-methoxypyrimidin-5-yl)pyrazin-2-yl)-1-(trans-4-((4-((oxetan-3-yl)oxy)-5-(trifluoromethyl)pyrimidin-2-yl)amino)cyclohexyl)urea